2-[[4-[6-[(6-carbamoyl-2-fluoro-3-pyridyl)methoxy]-2-pyridyl]-2,5-difluorophenyl]methyl]-3-[[(2S)-oxetan-2-yl]methyl]benzimidazole-5-carboxylic acid C(N)(=O)C1=CC=C(C(=N1)F)COC1=CC=CC(=N1)C1=CC(=C(C=C1F)CC=1N(C2=C(N1)C=CC(=C2)C(=O)O)C[C@H]2OCC2)F